O1C(=CC2=C1C=CC=C2)C2=C1N=CC(=NC1=CC(=C2)C)OC 5-(benzofuran-2-yl)-2-methoxy-7-methylquinoxaline